4-((4-Oxo-2-thiocarbonyl-2,3,4,5-tetrahydro-1H-pyrrolo[3,2-d]pyrimidin-1-yl)methyl)isoindoline-2-carboxylic acid tert-butyl ester C(C)(C)(C)OC(=O)N1CC2=CC=CC(=C2C1)CN1C(NC(C2=C1C=CN2)=O)=C=S